tert-butyl [(3R,4R,5S)-4-{[tert-butyl(dimethyl)silyl]oxy}-5-methyl-1-(5-nitro-2,3-dihydrofuro[2,3-b]pyridin-4-yl)piperidin-3-yl]carbamate [Si](C)(C)(C(C)(C)C)O[C@H]1[C@@H](CN(C[C@@H]1C)C1=C2C(=NC=C1[N+](=O)[O-])OCC2)NC(OC(C)(C)C)=O